ClC1=NC=CC(=C1)[C@H](C)N1C(C=2N(C(C1)C)N=C1C2CN(C(C1)C)C(C1=CC(=C(C=C1)Cl)Cl)=O)=O 9-((S)-1-(2-chloropyridin-4-yl)ethyl)-2-(3,4-dichlorobenzoyl)-3,7-dimethyl-1,2,3,4,8,9-hexahydropyrido[4',3':3,4]Pyrazolo[1,5-a]Pyrazin-10(7H)-one